C(C1CO1)N(C1=CC(=CC=C1)C)CC1CO1 diglycidyl-m-toluidine